COC[C@@H]1N(C(N(C1)C=1C=C2CN(C(C2=CC1)=O)C1C(NC(CC1)=O)=O)=O)C1=CC=C(C=C1)C 3-(5-((R)-4-(methoxymethyl)-2-oxo-3-(p-tolyl)imidazolidin-1-yl)-1-oxoisoindolin-2-yl)piperidine-2,6-dione